FC(C(=O)O)(F)F.C1(=CC=CC=C1)C1=CN=C(N1)C1=NC=CC(=C1)C=1C=NC=C(C1)NC(OCC)=O Ethyl 2'-(5-phenyl-1H-imidazol-2-yl)-3,4'-bipyridin-5-ylcarbamate Trifluoroacetate Salt